FC1=C(C=CC(=C1)F)CNC(=O)C1=CN2C3COC=4C=C(C(=CC4N(C(C2=C(C1=O)O)=O)C3)F)F N-[(2,4-difluorophenyl)methyl]-4,5-difluoro-15-hydroxy-14,17-dioxo-8-oxa-1,11-diazatetracyclo[8.7.1.02,7.011,16]octadec-2(7),3,5,12,15-pentaene-13-carboxamide